4-bromo-2-(butan-2-yl)-1-(methoxymethoxy)benzene BrC1=CC(=C(C=C1)OCOC)C(C)CC